4-(5-(isopropoxymethyl)-1-methyl-1H-1,2,3-triazol-4-yl)phenol C(C)(C)OCC1=C(N=NN1C)C1=CC=C(C=C1)O